(S,E)-1-(2-ethyl-4-(1-(((3-methyl-4-(pyrimidin-5-yl)benzyl)oxy)imino)ethyl)benzyl)pyrrolidine-3-carboxylic acid C(C)C1=C(CN2C[C@H](CC2)C(=O)O)C=CC(=C1)/C(/C)=N/OCC1=CC(=C(C=C1)C=1C=NC=NC1)C